4-isothiocyanatotetrahydro-2H-thiopyran N(=C=S)C1CCSCC1